(S)-2-hydroxy-6-((1-(2-vinylbenzoyl)piperidin-2-yl)methoxy)benzaldehyde OC1=C(C=O)C(=CC=C1)OC[C@H]1N(CCCC1)C(C1=C(C=CC=C1)C=C)=O